FC(C1=CC=C(C=C1)C=1C=2N(C=C(N1)CNC(C=C)=O)N=CC2)(F)F N-((4-(4-(trifluoromethyl)phenyl)pyrazolo[1,5-a]pyrazin-6-yl)methyl)acrylamide